FC1=CC=CC2=C1CC1CCC2N1C1=CC=C(C=C1)OC (±)-1-Fluoro-10-(4-methoxyphenyl)-6,7,8,9-tetrahydro-5H-5,8-epiminobenzo[7]annulene